indeno[2,1-b]indol-6(5H)-one C1=C2C3=C(NC2=CC=C1)C(C1=CC=CC=C13)=O